C1(=CC=CC=C1)N1CC(CC1)N 1-Phenylpyrrolidin-3-amine